C(C)(C)(C)N(C(O)=O)CC=1SC(=CC1)SC1=CC(=C(C=C1)C1=CC=CC=C1)SC.C[C@@H]1NC[C@@H](N(C1)CC1CCOCC1)C (2S,5S)-2,5-dimethyl-4-((tetrahydro-2H-pyran-4-yl)methyl)piperazine tert-butyl-((5-((2-(methylthio)-[1,1'-biphenyl]-4-yl)thio)thiophen-2-yl)methyl)carbamate